4-(1-carbamimidoyl-1,2,3,6-tetrahydro-pyridin-4-yl)-N-[4-(1-carbamimidoyl-1,2,3,6-tetrahydro-pyridin-4-yl)-3-fluoro-phenyl]-2-fluoro-6-methyl-benzamide C(N)(=N)N1CCC(=CC1)C1=CC(=C(C(=O)NC2=CC(=C(C=C2)C=2CCN(CC2)C(N)=N)F)C(=C1)C)F